COC(C1CNC1)OC 3-(dimethoxymethyl)azetidine